(2R,3R)-3-((S)-1-((3R,4S,5S)-4-((S)-2-((tert-butoxycarbonyl)amino)-N,3-dimethylbutanamido)-3-methoxy-5-methylheptanoyl)pyrrolidin-2-yl)-3-methoxy-2-methylpropanoic acid C(C)(C)(C)OC(=O)N[C@H](C(=O)N(C)[C@H]([C@@H](CC(=O)N1[C@@H](CCC1)[C@@H]([C@H](C(=O)O)C)OC)OC)[C@H](CC)C)C(C)C